5-((6-((tert-butyldimethylsilyl)oxy)spiro(3.3)hept-2-yl)methoxy)-1,3,4-thiadiazol-2-amine [Si](C)(C)(C(C)(C)C)OC1CC2(CC(C2)COC2=NN=C(S2)N)C1